5-(piperazin-1-yl)pentane-1-amine N1(CCNCC1)CCCCCN